CC(C)(OC(NCCOCCC(=O)O)=O)C 3-[(2,2-dimethyl-4-oxo-5-aza-3-oxaheptan-7-yl)oxy]propanoic acid